COC(=O)C1(SC=C(C1(C(=O)OC)C)NC(=O)OC1=CC=CC=C1)C 2,3-dimethyl-4-[(phenoxycarbonyl)amino]thiophene-2,3-dicarboxylic acid dimethyl ester